C1(CC1)C(C=1C(=C(C(=C2C=NNC12)C=1N=CC=2N(C1)C=C(N2)NC(=O)[C@H]2[C@H](C2)F)C(F)(F)F)F)O (1s,2s)-N-(6-(7-(cyclopropyl-(hydroxy)methyl)-6-fluoro-5-(trifluoromethyl)-1H-indazol-4-yl)imidazo[1,2-a]pyrazin-2-yl)-2-fluorocyclopropane-1-carboxamide